C(C1=CC=CC=C1)OC=1C(=NC=C(C(=O)OC)C1)[N+](=O)[O-] methyl 5-(benzyloxy)-6-nitronicotinate